Tert-butyl (3S)-3-(4-{8-bromo-3-[(2,2-dimethylpropanoyl)oxy]-6,7-dihydro-5H-benzo[7]annulen-9-yl}phenoxy)pyrrolidine-1-carboxylate BrC=1CCCC2=C(C1C1=CC=C(O[C@@H]3CN(CC3)C(=O)OC(C)(C)C)C=C1)C=CC(=C2)OC(C(C)(C)C)=O